6-(4-cyclopropyl-6-methoxypyrimidin-5-yl)-5-fluoro-4-[({4-[1-isopropyl-4-(trifluoromethyl)imidazol-2-yl]phenyl}methyl)amino]pyridine-3-carbaldehyde C1(CC1)C1=NC=NC(=C1C1=C(C(=C(C=N1)C=O)NCC1=CC=C(C=C1)C=1N(C=C(N1)C(F)(F)F)C(C)C)F)OC